4-([1,1'-biphenyl]-3-yl)-2-amino-6-(benzyloxy)pyridine-3,5-dinitrile C1(=CC(=CC=C1)C1=C(C(=NC(=C1C#N)OCC1=CC=CC=C1)N)C#N)C1=CC=CC=C1